Cl.FC1(CNCCCC1)F 3,3-difluoroazepan hydrochloride